N,N'-di-Boc-N'-trifluoromethylguanidine C(=O)(OC(C)(C)C)NC(=N)N(C(F)(F)F)C(=O)OC(C)(C)C